6-amino-7-(2-chloro-5-fluorophenyl)-3,7,8,9-tetrahydro-2H-[1,4]dioxino[3,2-e]isoindol-9-one NC=1C=C2C(=C3C(NC(C13)C1=C(C=CC(=C1)F)Cl)=O)OCCO2